C(C)(C)N[Si]1(O[SiH](O[SiH](O[Si](O1)(C)NC(C)C)C)C)C 2,4-bis(iso-propylamino)-2,4,6,8-tetramethylcyclotetrasiloxane